2-((2-Amino-4-chloropyridin-3-yl)ethynyl)piperidine-1-carboxylic acid tert-butyl ester C(C)(C)(C)OC(=O)N1C(CCCC1)C#CC=1C(=NC=CC1Cl)N